BrC=1C(=NSC1CO)CC (4-bromo-3-ethylisothiazole-5-yl)methanol